N-(2-methyl-2-ethyl)butanamide propyl-5-methylfuran-2-carboxylate propyl-5-(hydroxymethyl)furan-2-carboxylate C(CC)OC(=O)C=1OC(=CC1)CO.C(CC)OC(=O)C=1OC(=CC1)C.CC(C)NC(CCC)=O